C(C)O[Si](CCCCCCCC)(OCC)OCC Trieth-oxy(octyl)silane